NC(C(C=1N=NC(=CC1)Cl)C=1C=C(C(=O)NC)C=CC1Cl)=O 3-(2-amino-1-(6-chloropyridazin-3-yl)-2-oxoethyl)-4-chloro-N-methylbenzamide